(3s,5r)-3,4,5-trimethylpiperazine-1-sulfonyl chloride C[C@H]1CN(C[C@H](N1C)C)S(=O)(=O)Cl